5-(9-(1-(4-amino-5-methoxy-2-(1-methyl-1H-pyrazol-4-yl)phenyl)piperidin-4-yl)-2,9-diazaspiro[5.5]undec-2-yl)-2-(2,6-dioxopiperidin-3-yl)-6-fluoroisoindoline-1,3-dione NC1=CC(=C(C=C1OC)N1CCC(CC1)N1CCC2(CCCN(C2)C=2C=C3C(N(C(C3=CC2F)=O)C2C(NC(CC2)=O)=O)=O)CC1)C=1C=NN(C1)C